C1(CC1)C=1NC(=NN1)C1CC2(CN(C2)C(=O)N2CC(C2)NCC2=CC=C(C=C2)OC(F)(F)F)C1 [6-(5-cyclopropyl-4H-1,2,4-triazol-3-yl)-2-azaspiro[3.3]heptan-2-yl]-[3-[[4-(trifluoromethoxy)phenyl]methylamino]azetidin-1-yl]methanone